CCCCCCCCC(=O)O The molecule is a C9 straight-chain saturated fatty acid which occurs naturally as esters of the oil of pelargonium. Has antifungal properties, and is also used as a herbicide as well as in the preparation of plasticisers and lacquers. It has a role as an antifeedant, a plant metabolite, a Daphnia magna metabolite and an algal metabolite. It is a straight-chain saturated fatty acid and a medium-chain fatty acid. It is a conjugate acid of a nonanoate. It derives from a hydride of a nonane.